ClC1=CC(=C(C=C1)N1N=C(C=C1)OC\C=C(/C(/C(=O)NC)=N\OC)\C)F (2E,3Z)-5-{[1-(4-Chloro-2-fluorophenyl)-1H-pyrazole-3-yl]oxy}-2-(methoxyimino)-N,3-dimethylpent-3-enamide